3,3'-dithiobis(N-(3-(trimethoxysilyl)propyl)propionamide) CO[Si](CCCNC(CCSSCCC(=O)NCCC[Si](OC)(OC)OC)=O)(OC)OC